ClC1=C(C=CC(=C1)CN(C)C)N1C=NC(=C1)C1=NC(=NC=C1C(F)(F)F)N[C@@H]1[C@@H](CN(CC1)S(=O)(=O)C1CC1)C 4-(1-(2-Chloro-4-((dimethylamino)-methyl)phenyl)-1H-imidazol-4-yl)-N-((3R,4S)-1-(cyclopropylsulfonyl)-3-methylpiperidin-4-yl)-5-(trifluoro-methyl)pyrimidin-2-amine